C(CCCCCCCCCCCC)OCCCCCCCCCCCCC tridecyl ether